3-(((tert-butyldimethylsilyl)oxy)methyl)isonicotinic acid [Si](C)(C)(C(C)(C)C)OCC1=C(C(=O)O)C=CN=C1